CN1N=C(C(=C1C)C1=CC=CC(=N1)C1=C2C(=NC=C1)N=CN2)C 7-(6-(1,3,5-trimethyl-1H-pyrazol-4-yl)pyridin-2-yl)-1H-imidazo[4,5-b]pyridine